(R)-3-((2-(((benzyloxy)carbonyl)amino)propyl)(tert-butyloxycarbonyl)amino)propanoic acid ethyl ester C(C)OC(CCN(C(=O)OC(C)(C)C)C[C@@H](C)NC(=O)OCC1=CC=CC=C1)=O